(R)-2-((4-fluorophenyl)amino)-2-oxo-1-phenylethyl 3-amino-6-(1-(1-(2-(2-(2-aminoethoxy)ethoxy)acetyl)piperidin-4-yl)-1H-pyrazol-4-yl)pyrazine-2-carboxylate hydrochloride Cl.NC=1C(=NC(=CN1)C=1C=NN(C1)C1CCN(CC1)C(COCCOCCN)=O)C(=O)O[C@@H](C(=O)NC1=CC=C(C=C1)F)C1=CC=CC=C1